C1(CC1)OC1=C(C(=NC=C1)OC)C1=CN(C2=NC(=CC=C21)NC(=O)[C@H]2[C@@H](C2)CN(C)C)COCC[Si](C)(C)C trans-N-(3-(4-cyclopropoxy-2-methoxypyridin-3-yl)-1-((2-(trimethylsilyl)ethoxy)methyl)-1H-pyrrolo[2,3-b]pyridin-6-yl)-2-((dimethylamino)methyl)cyclopropane-1-carboxamide